FC1=C(C(=O)N(C2CNCCC2)C2=NC=CC3=CC=CC(=C23)C)C=CC(=C1)OC1=NC=CC=N1 2-fluoro-N-(8-methyl-1-isoquinolyl)-N-(3-piperidyl)-4-pyrimidin-2-yloxy-benzamide